NC=1C=C(C=CC1F)C1CC1N[S@@](=O)C(C)(C)C (S)-N-(1-(3-amino-4-fluorophenyl)-3-cyclopropyl)-2-methylpropane-2-sulfinamide